7-methoxy-1-(p-tolylsulfonyl)-4-(trifluoromethyl)pyrrolo[2,3-c]pyridine-2-carboxylic acid methyl ester COC(=O)C1=CC=2C(=C(N=CC2C(F)(F)F)OC)N1S(=O)(=O)C1=CC=C(C=C1)C